N-(azetidin-3-yl)-1-(4-((3-(3-fluoro-4-methoxyphenyl)imidazo[1,2-a]pyrazin-8-yl)amino)-2-methylbenzoyl)piperidine-4-carboxamide 2,2,2-trifluoroacetate FC(C(=O)O)(F)F.N1CC(C1)NC(=O)C1CCN(CC1)C(C1=C(C=C(C=C1)NC=1C=2N(C=CN1)C(=CN2)C2=CC(=C(C=C2)OC)F)C)=O